3-cyano-1H-indole-2-carboxylic acid methyl ester COC(=O)C=1NC2=CC=CC=C2C1C#N